(2s,4s)-1-(3-cyano-6-methyl-4-(trifluoromethyl)pyridin-2-yl)-N-(3-fluoro-4-(trifluoromethyl)-phenyl)-4-hydroxy-N-methyl-pyrrolidine-2-carboxamide C(#N)C=1C(=NC(=CC1C(F)(F)F)C)N1[C@@H](C[C@@H](C1)O)C(=O)N(C)C1=CC(=C(C=C1)C(F)(F)F)F